fluoro-2-(methylsulfonyl)-6-((tetrahydro-2H-pyran-2-yl)oxy)-4-(tetrahydrofuran-3-yl)-4,5,6,7-tetrahydro-[1,5]oxazocino[4,3,2-de]quinazoline FC1N(C2=NC(=NC=3C=CC=C(C23)OCC1OC1OCCCC1)S(=O)(=O)C)C1COCC1